N-((S)-2-cyano-1-(4-(ethylsulfonyl)phenyl)ethyl)-4-((2R,4S)-2-(2-(difluoromethoxy)ethyl)-4-(4-(trifluoromethyl)phenoxy)pyrrolidin-1-yl)benzamide C(#N)C[C@@H](C1=CC=C(C=C1)S(=O)(=O)CC)NC(C1=CC=C(C=C1)N1[C@@H](C[C@@H](C1)OC1=CC=C(C=C1)C(F)(F)F)CCOC(F)F)=O